methyl (3R)-2-(3-fluoro-5-(2-(3-fluoroazetidine-1-yl)ethyl)-2-oxopyridin-1(2H)-yl)-3-methylpentanoate FC=1C(N(C=C(C1)CCN1CC(C1)F)C(C(=O)OC)[C@@H](CC)C)=O